3-((5-fluoro-4-(3-(pyrrolidin-1-yl)phenyl)pyrimidin-2-yl)amino)cyclohexane-1-carboxamide FC=1C(=NC(=NC1)NC1CC(CCC1)C(=O)N)C1=CC(=CC=C1)N1CCCC1